8-Methoxy-2-methyl-3-(3-(1,2,3,4-tetrahydroisoquinoline-2-carbonyl)phenyl)-5,6-dihydro-2H-2,6-methanobenzo[g][1,3,5]oxadiazocin-4(3H)-one COC=1C=CC2=C(C3NC(N(C(O2)(C3)C)C3=CC(=CC=C3)C(=O)N3CC2=CC=CC=C2CC3)=O)C1